4-methyl-1,3-phenylenediamine CC1=C(C=C(C=C1)N)N